C1(CCC1)OC(CC)=O (S)-1-cyclobutoxy-1-oxopropan